C1(=CC=CC=C1)C(=O)N1CC2=C(NC=3C=CC(=CC23)C2=CC=C(C=C2)C)CC1 phenyl(8-(p-tolyl)-1,3,4,5-tetrahydro-2H-pyrido[4,3-b]indol-2-yl)methanone